1-amino-5-ethoxy-4-(methoxycarbonyl)-2-(prop-1-yn-1-yl)pyridin-1-ium N[N+]1=C(C=C(C(=C1)OCC)C(=O)OC)C#CC